6-(2-chloro-3,5-dimethoxyphenyl)-N-(5-(4-ethylpiperazin-1-yl)pyridin-2-yl)-[1,2,4]triazolo[4',3':1,6]pyrido[2,3-d]pyrimidin-2-amine ClC1=C(C=C(C=C1OC)OC)C1=CC2=C(N=C(N=C2)NC2=NC=C(C=C2)N2CCN(CC2)CC)N2C1=NN=C2